4-(3-amino-4-methyl-1H-indazol-5-yl)-N-((3R,4R)-4-hydroxytetrahydro-2H-pyran-3-yl)-3-methylbenzenesulfonamide NC1=NNC2=CC=C(C(=C12)C)C1=C(C=C(C=C1)S(=O)(=O)N[C@@H]1COCC[C@H]1O)C